5-(6-((4'-chloro-5,5-dimethyl-3,4,5,6-tetrahydro-[1,1'-biphenyl]-2-yl)methyl)-3,6-diazabicyclo[3.1.1]heptan-3-yl)-2-(2,6-dioxopiperidin-3-yl)-6-fluoroisoindoline-1,3-dione ClC1=CC=C(C=C1)C1=C(CCC(C1)(C)C)CN1C2CN(CC1C2)C=2C=C1C(N(C(C1=CC2F)=O)C2C(NC(CC2)=O)=O)=O